N-(4-bromo-2-fluorophenyl)imidazole-5-ylformamide BrC1=CC(=C(C=C1)N(C=O)C1=CN=CN1)F